N1(CCC1)C1CCN(CC1)C1=C(C=C(C=C1)NC=1N=C(C2=C(N1)SC=C2C)NC2=CC(=CC=C2)F)F N2-(4-(4-(azetidin-1-yl)piperidin-1-yl)-3-fluorophenyl)-N4-(3-fluorophenyl)-5-methylthieno[2,3-d]pyrimidine-2,4-diamine